N-(bis(4-(tributylsilyl)phenyl)phosphaneyl)-1-(4-(tributylsilyl)phenyl)-1-(2-(trimethylsilyl)phenyl)phosphanamine C(CCC)[Si](C1=CC=C(C=C1)P(NP(C1=C(C=CC=C1)[Si](C)(C)C)C1=CC=C(C=C1)[Si](CCCC)(CCCC)CCCC)C1=CC=C(C=C1)[Si](CCCC)(CCCC)CCCC)(CCCC)CCCC